2-methyl-1,3-dioxolan-2-yl fluoride CC1(OCCO1)F